5H-pyrido(4,3-b)indol-3-amine C1=NC(=CC=2NC=3C=CC=CC3C21)N